C(CCC)SC1=C(C=C(C(=C1)OC)C=C[N+](=O)[O-])OC butyl-(2,5-dimethoxy-4-(2-nitrovinyl)phenyl)sulfane